N-(Mesitylsulfonyl)-2-((5,6,7,8-tetrahydronaphthalen-2-yl)oxy)acetamide C1(=C(C(=CC(=C1)C)C)S(=O)(=O)NC(COC1=CC=2CCCCC2C=C1)=O)C